(2R)-N-[5-(3,4-difluorophenoxy)-2-pyridyl]pyrrolidine-2-carboxamide FC=1C=C(OC=2C=CC(=NC2)NC(=O)[C@@H]2NCCC2)C=CC1F